((((5-methyl-1,3-phenylene)bis(methylene))bis(oxy))bis(4,1-phenylene))bis(1,4,5,6-tetrahydropyrimidine) dihydrochloride Cl.Cl.CC=1C=C(C=C(C1)COC1=CC=C(C=C1)N1C=NCCC1)COC1=CC=C(C=C1)N1C=NCCC1